Cl.O=C1NC2(CC2)CC[C@]12CN[C@@H](C2)C(=O)N (6S,9S)-5-oxo-4,8-diazadispiro[2.2.46.23]dodecane-9-carboxamide hydrochloride